[Si](C)(C)(C(C)(C)C)OCC=C1C[C@@]2(CCC(N2C1)=O)C(=O)OCC ethyl (S)-2-(2-((tert-butyldimethylsilyl) oxy) ethylidene)-5-oxotetrahydro-1H-pyrrolizine-7a(5H)-carboxylate